FC1=CC=C(C=C1)N1C(=NC(=C1)CCCCCCO)NC(C1=CC(=CC=C1)C=1C=NN(C1)COCC[Si](C)(C)C)=O N-(1-(4-fluorophenyl)-4-(6-hydroxyhexyl)-1H-imidazol-2-yl)-3-(1-((2-(trimethylsilyl)ethoxy)methyl)-1H-pyrazol-4-yl)benzamide